(2S,4R)-N-((S)-1-amino-1-oxo-3-((S)-2-oxopyrrolidin-3-yl)propan-2-yl)-1-((S)-3,3-dimethyl-2-(2,2,2-trifluoroacetamido)butanoyl)-4-isopropylpyrrolidine-2-carboxamide NC([C@H](C[C@H]1C(NCC1)=O)NC(=O)[C@H]1N(C[C@H](C1)C(C)C)C([C@H](C(C)(C)C)NC(C(F)(F)F)=O)=O)=O